C(C1=CC=CC=C1)[C@@H]1[C@@H]([C@H](OC1)C1=CC(=C(C=C1)OC)OC)CO ((2S,3R,4R)-4-benzyl-2-(3,4-dimethoxyphenyl)tetrahydrofuran-3-yl)methanol